OC1(SC2=C(C1O)C=CC=C2)C(=O)[O-] 2,3-dihydroxybenzothiophenate